1-(4-(2-((5-(1H-pyrazol-4-yl)thiazolo[5,4-b]-pyridin-2-yl)amino)-pyridin-4-yl)piperazin-1-yl)-2-hydroxyethanone N1N=CC(=C1)C1=CC=C2C(=N1)SC(=N2)NC2=NC=CC(=C2)N2CCN(CC2)C(CO)=O